3-(1H-imidazol-1-yl)-N-(1-oxidotetrahydro-2H-thiopyran-4-yl)benzamide N1(C=NC=C1)C=1C=C(C(=O)NC2CCS(CC2)=O)C=CC1